Methyl 3α-Acetoxy-6α-ethyl-7-keto-12α-((methylsulfonyl)oxy)-5β-cholan-24-oate C(C)(=O)O[C@H]1C[C@H]2[C@H](C([C@H]3[C@@H]4CC[C@H]([C@@H](CCC(=O)OC)C)[C@]4([C@H](C[C@@H]3[C@]2(CC1)C)OS(=O)(=O)C)C)=O)CC